N,N-diisopropyl-2-(5-methoxy-7-methyl-1H-indol-3-yl)-2-oxoacetamide C(C)(C)N(C(C(=O)C1=CNC2=C(C=C(C=C12)OC)C)=O)C(C)C